C(C)(C)(C)OC(CN1C(C2=CC=C(C=C2C1=O)C1=NC(=NC=C1Cl)NC1CCOCC1)C)=O 2-(5-{5-chloro-2-[(oxacyclohex-4-yl)amino]pyrimidin-4-yl}-1-methyl-3-oxo-2,3-dihydro-1H-isoindol-2-yl)acetic acid tert-butyl ester